1,3-bis(4-cyanooxyphenyl)-2-propen-1-one C(#N)OC1=CC=C(C=C1)C(C=CC1=CC=C(C=C1)OC#N)=O